CC1=CC=C(CN2CCC3(CCOC4=C5CN(C(C5=CC=C43)=O)C4C(NC(CC4)=O)=O)CC2)C=C1 3-(1-(4-methylbenzyl)-7'-oxo-2',3',7',9'-tetrahydro-8'H-spiro[piperidine-4,4'-pyrano[2,3-e]isoindol]-8'-yl)piperidine-2,6-dione